(4S)-3,4-dihydro-2H-1-benzopyran-4-carbonyl chloride O1CC[C@@H](C2=C1C=CC=C2)C(=O)Cl